2-(((4,5-bis(benzyloxy)-6-((2,3,4-tris(benzyloxy)-5-((benzyloxy)methyl)cyclohexyl)oxy)cyclohex-2-en-1-yl)methoxy)methyl)naphthalene C(C1=CC=CC=C1)OC1C=CC(C(C1OCC1=CC=CC=C1)OC1C(C(C(C(C1)COCC1=CC=CC=C1)OCC1=CC=CC=C1)OCC1=CC=CC=C1)OCC1=CC=CC=C1)COCC1=CC2=CC=CC=C2C=C1